C(C#C)C(CO)(CO)CC#C 2,2-di(prop-2-ynyl)-propane-1,3-diol